FC=1C(=C(C=CC1F)[C@H]1[C@@H](O[C@]([C@H]1C)(C(F)(F)F)C)C(=O)NC=1C=CC2=C(CNS2(=O)=O)C1)OCCOC (2r,3s,4s,5r)-3-(3,4-difluoro-2-(2-methoxyethoxy)phenyl)-N-(1,1-dioxo-2,3-dihydrobenzo[d]isothiazol-5-yl)-4,5-dimethyl-5-(trifluoromethyl)tetrahydrofuran-2-carboxamide